C(C)N1CC2C(CC1)CCN2C=2OC=1C(=NC(=CC1)C1=C(C=C(C#N)C=C1C)O)N2 4-[2-(6-ethyl-3,3a,4,5,7,7a-hexahydro-2H-pyrrolo[2,3-c]pyridin-1-yl)oxazolo[4,5-b]pyridin-5-yl]-3-hydroxy-5-methyl-benzonitrile